C1(C=CC(N1CCCCCC(=O)N[C@@H](C(C)C)C(=O)O)=O)=O Maleimidocaproyl-valin